N-cyano-5-(4-((2-(3-ethylureido)pyridin-4-yl)methyl)piperazin-1-yl)-6-methylpicolinamide dihydrochloride Cl.Cl.C(#N)NC(C1=NC(=C(C=C1)N1CCN(CC1)CC1=CC(=NC=C1)NC(=O)NCC)C)=O